2-[2-[2-[2-[2-[2-[[2-[4-[6-(dimethylamino)pyridin-3-yl]phenyl]-1,3-benzothiazol-6-yl]-[(2-methylpropan-2-yl)oxycarbonyl]amino]ethoxy]ethoxy]ethoxy]ethoxy]ethoxy]ethanoate CN(C1=CC=C(C=N1)C1=CC=C(C=C1)C=1SC2=C(N1)C=CC(=C2)N(CCOCCOCCOCCOCCOCC(=O)[O-])C(=O)OC(C)(C)C)C